3-methoxy-N-(6-((S)-5-methyl-6,7-dihydro-5H-pyrrolo[2,1-c][1,2,4]triazol-3-yl)pyridin-2-yl)-1-(oxetan-2-ylmethyl)-1H-pyrazole-4-carboxamide COC1=NN(C=C1C(=O)NC1=NC(=CC=C1)C=1N2C(=NN1)CC[C@@H]2C)CC2OCC2